5-(6-(azetidin-1-yl)-1-(oxetan-3-yl)-1H-benzo[d]imidazol-2-yl)-3-methoxybenzene-1,2-diol N1(CCC1)C=1C=CC2=C(N(C(=N2)C2=CC(=C(C(=C2)O)O)OC)C2COC2)C1